OC[C@H]1N(C=C(C1)C(F)(F)F)C(=O)OC(C)(C)C tert-butyl (S)-2-(hydroxymethyl)-4-(trifluoromethyl)-2,3-dihydro-1H-pyrrole-1-carboxylate